N-[4-[3-[(4S)-2-(4-fluoro-3,5-dimethylphenyl)-4-methyl-4,5,6,7-tetrahydropyrazolo[4,3-c]Pyridin-3-yl]-2-oxoimidazol-1-yl]Cubane-1-yl]Acetamide 2,2,2-Trifluoroacetate FC(C(=O)O)(F)F.FC1=C(C=C(C=C1C)N1N=C2C([C@@H](NCC2)C)=C1N1C(N(C=C1)C12C3C4C5(C(C14)C2C53)NC(C)=O)=O)C